FC=1C(=NC(=NC1)C(=O)OCC)OC Ethyl 5-fluoro-4-methoxypyrimidine-2-carboxylate